ClC1=CC(=C(C=C1)C1=NC(=NC2=C1N=C(N(C2=O)C)C)N2CC(OCC2)C=2C=NN(C2)C)F (4-chloro-2-fluorophenyl)-2,3-dimethyl-6-(2-(1-methyl-1H-pyrazol-4-yl)morpholino)pyrimido[5,4-d]pyrimidin-4(3H)-one